tert-butyl 2-{[(chloromethoxy)carbonyl]oxy}ethyl pentanedioate C(CCCC(=O)OCCOC(=O)OCCl)(=O)OC(C)(C)C